The molecule is a carbohydrate acid derivative anion that is the hexa-anion of Kdo2-lipid A arising from deprotonation of both the carboxyl and phosphate functions. It is a carbohydrate acid derivative anion, a dicarboxylic acid dianion and an anionic phospholipid. It is a conjugate base of a (Kdo)2-lipid A (E. coli). CCCCCCCCCCCCCC(=O)O[C@H](CCCCCCCCCCC)CC(=O)O[C@@H]1[C@H]([C@@H](O[C@@H]([C@H]1OP(=O)([O-])[O-])CO[C@@]2(C[C@H]([C@H]([C@H](O2)[C@@H](CO)O)O)O[C@@]3(C[C@H]([C@H]([C@H](O3)[C@@H](CO)O)O)O)C(=O)[O-])C(=O)[O-])OC[C@@H]4[C@H]([C@@H]([C@H]([C@H](O4)OP(=O)([O-])[O-])NC(=O)C[C@@H](CCCCCCCCCCC)O)OC(=O)C[C@@H](CCCCCCCCCCC)O)O)NC(=O)C[C@@H](CCCCCCCCCCC)OC(=O)CCCCCCCCCCC